2-Ferrocenyl-4-phenyl-8-hydroxyquinoline [C-]1(C=CC=C1)C1=NC2=C(C=CC=C2C(=C1)C1=CC=CC=C1)O.[CH-]1C=CC=C1.[Fe+2]